1-[(E)-4-[[4-(3-chloro-2-fluoro-anilino)-7-[2-[(1r,5s)-3-methyl-3-azabicyclo[3.1.0]hexane-1-yl]ethynyl]quinazolin-6-yl]amino]-4-oxo-but-2-enyl]piperidine-3-carboxylic acid ClC=1C(=C(NC2=NC=NC3=CC(=C(C=C23)NC(/C=C/CN2CC(CCC2)C(=O)O)=O)C#C[C@@]23CN(C[C@H]3C2)C)C=CC1)F